(benzo[b]thiophen-7-yl)propan-1-ol S1C2=C(C=C1)C=CC=C2C(CC)O